N-(3,4-dihydroxy-5-(4-chlorophenyl)-2-furanyl)methanesulfonamide OC1=C(OC(=C1O)C1=CC=C(C=C1)Cl)NS(=O)(=O)C